COC1CCC(CC1)N (1s,4s)-4-methoxycyclohexane-1-amine